N-[(2R)-1,4-dioxan-2-ylmethyl]-8-methyl-2-(pyridin-3-ylmethyl)-4,5-dihydro-2H-furo[2,3-g]indazole-7-carboxamide O1[C@@H](COCC1)CNC(=O)C1=C(C2=C(CCC3=CN(N=C23)CC=2C=NC=CC2)O1)C